C(C1=CC=CC=C1)OC=1C=C(C=C2C=CNC12)C(=O)OC Methyl 7-(benzyloxy)-1H-indole-5-carboxylate